COC(=O)N1COC([C@@H]1CCC(=O)N(C)C)=O.C1(=CC=CC=C1)CCCC1=NOC(=N1)[C@H]1N(CCC1)C(CCCCC)=O (S)-1-(2-(3-(3-phenylpropyl)-1,2,4-oxadiazol-5-yl)pyrrolidin-1-yl)hexane-1-one (S)-methyl-4-(3-(dimethylamino)-3-oxopropyl)-5-oxooxazolidine-3-carboxylate